S(=O)(=O)([O-])C1=CC=C(C)C=C1.C[NH+](C)C trimethylammonium tosylate